[5-(4-hexyloxy-1,2,5-thiadiazol-3-yl)-1-methyl-3,6-dihydro-2H-pyridin-1-ium-1-yl]methyl pentyl carbonate chloride [Cl-].C(OC[N+]1(CCC=C(C1)C1=NSN=C1OCCCCCC)C)(OCCCCC)=O